methyl (S)-2-((2-(2,6-difluoro-4-(1-methyl-1H-pyrrol-2-yl)phenyl)-7-methylimidazo[1,2-a]pyridin-3-yl)methyl)morpholine-4-carboxylate FC1=C(C(=CC(=C1)C=1N(C=CC1)C)F)C=1N=C2N(C=CC(=C2)C)C1C[C@H]1CN(CCO1)C(=O)OC